O1[C@H](CCC1)C(=O)N1CC2=C(C1)CN(C2)S(=O)(=O)C2=NC=CC=C2 2-({5-[(2R)-oxolane-2-carbonyl]-1H,2H,3H,4H,5H,6H-pyrrolo[3,4-c]pyrrol-2-yl}sulfonyl)pyridine